(S)-N-(2-(7-hydroxy-1-methyl-1H-pyrrolo[2,3-c]pyridin-3-yl)-1-(phenyl(tetrahydro-2H-pyran-4-yl)methyl)-1H-benzo[d]imidazol-4-yl)methanesulfonamide OC=1N=CC=C2C1N(C=C2C2=NC1=C(N2[C@@H](C2CCOCC2)C2=CC=CC=C2)C=CC=C1NS(=O)(=O)C)C